COCC1=NN(C=C1C(=O)N)C 3-(methoxymethyl)-1-methylpyrazole-4-carboxamide